C=C1C(CCCC1)OC(C)OCCOCCOC=C 1-methylen-2-[1-[2-(2-vinyloxyethoxy)ethoxy]ethoxy]cyclohexan